6-(1-((5-methoxy-7-methyl-1-tosyl-1H-indol-4-yl)methyl)-4-methylpiperazin-2-yl)-1-methyl-1,2-dihydro-3H-indazol-3-one COC=1C(=C2C=CN(C2=C(C1)C)S(=O)(=O)C1=CC=C(C)C=C1)CN1C(CN(CC1)C)C1=CC=C2C(NN(C2=C1)C)=O